stearamidopropyl-dimethyl-beta-hydroxyethylammonium dihydrogen phosphate P(=O)(O)(O)[O-].C(CCCCCCCCCCCCCCCCC)(=O)NCCC[N+](CCO)(C)C